[Si](C1=CC=CC=C1)(C1=CC=CC=C1)(C(C)(C)C)OC[C@H](CCC(C(=O)OCC)=O)C ethyl (5S)-6-[(tert-butyldiphenylsilyl)oxy]-5-methyl-2-oxohexanoate